BrC=1C=C(C(=C(C1)C(C(=O)OC)C(=O)OC)[N+](=O)[O-])Cl dimethyl 2-(5-bromo-3-chloro-2-nitro-phenyl)propanedioate